acetyl-lactosamine C(C)(=O)C1(O)[C@H](N)[C@@H](O)[C@H](O[C@H]2[C@H](O)[C@@H](O)[C@@H](O)[C@H](O2)CO)[C@H](O1)CO